6-t-butyl-4-hydroxyphenyl propionate C(CC)(=O)OC1=CC=C(C=C1C(C)(C)C)O